N-(4-tert-butylcyclohexyl)-3,5-bis-[4-tert-butylcyclohexylcarbonylamino]-benzamide C(C)(C)(C)C1CCC(CC1)NC(C1=CC(=CC(=C1)NC(=O)C1CCC(CC1)C(C)(C)C)NC(=O)C1CCC(CC1)C(C)(C)C)=O